3-[5-(4-bromophenyl)-1-[2-(trifluoromethyl)phenyl]pyrrol-2-yl]-N-[3-(dimethylamino)propyl]benzamide BrC1=CC=C(C=C1)C1=CC=C(N1C1=C(C=CC=C1)C(F)(F)F)C=1C=C(C(=O)NCCCN(C)C)C=CC1